O=C1CC(N(C2=C(N1)C1=CC=CC=C1C=C2)C2=CC=C(C=C2)NC(=S)NC2=C(C=CC=C2)C)=O 1-[4-(2,4-dioxo-1,2,3,4-tetrahydronaphtho[1,2-b][1,4]diazepine-5-yl)phenyl]-3-(2-methylphenyl)thiourea